N-(4-((5-(4-hydroxyphenyl)-1H-pyrazol-3-yl)amino)-3-methylphenyl)acetamide OC1=CC=C(C=C1)C1=CC(=NN1)NC1=C(C=C(C=C1)NC(C)=O)C